1,2,3,4-tetrahydro-1,4-methanobenz[f]-indazole N12NCC3C(C4=C(C=C13)C=CC=C4)C2